FC1([C@@H]([C@H]2N(C(NCC=3C=CC(=C(OC=4C=CC=C(C2)C4F)N3)C)=O)C1)NS(=O)(=O)C1CC1)F N-[(15aS,16R)-17,17,20-trifluoro-7-methyl-1-oxo-2,3,15a,16,17,18-hexahydro-1H,15H-4,8-(azeno)-14,10-(metheno)pyrrolo[1,2-j][1,8,10]oxadiazacycloheptadecin-16-yl]cyclopropanesulfonamide